(-)-(4aR,8aS)-6-(3-((2-Chloro-4-fluorobenzyl)oxy)azetidine-1-carbonyl)hexahydro-2H-pyrido[4,3-b][1,4]oxazin-3(4H)-one ClC1=C(COC2CN(C2)C(=O)N2C[C@@H]3[C@@H](OCC(N3)=O)CC2)C=CC(=C1)F